N-[4-[4-[6-chloro-4-(trifluoromethyl)-2-pyridyl]piperazin-1-yl]sulfonylphenyl]-3-[[[3-(dimethylamino)-3-oxo-propyl]amino]methyl]benzamide ClC1=CC(=CC(=N1)N1CCN(CC1)S(=O)(=O)C1=CC=C(C=C1)NC(C1=CC(=CC=C1)CNCCC(=O)N(C)C)=O)C(F)(F)F